alpha-L-rhamnopyranosyl-(1-2)-alpha-L-rhamnopyranosyl-3-hydroxytetradecanoyl-3-hydroxytetradecanoic acid [C@@H]1([C@H](O)[C@H](O)[C@@H](O)[C@@H](O1)C)O[C@H]1[C@@H](O[C@H]([C@@H]([C@H]1O)O)C)C(C(=O)O)(C(CCCCCCCCCCC)O)C(CC(CCCCCCCCCCC)O)=O